3-hydroxy-1-methylpyrrolidin-2-one OC1C(N(CC1)C)=O